ClC1=CC(=CC=2CN(CCOC21)C(=O)OC(C)(C)C)N2C=NC1=C2C=CC(=C1)F tert-butyl 9-chloro-7-(5-fluoro-1,3-benzodiazol-1-yl)-3,5-dihydro-2H-1,4-benzoxazepine-4-carboxylate